C(C)(C)(C)OC(=O)N1C(CCC1)C(NC=1C=C2CC(CC2=C(C1)F)CN1CCC2(CN(C(O2)=O)C2=NC3=C(OCC(N3)=O)N=C2)CC1)=O 2-[[7-fluoro-2-[[2-oxo-3-(3-oxo-4H-pyrazino[2,3-b][1,4]oxazin-6-yl)-1-oxa-3,8-diazaspiro[4.5]decan-8-yl]methyl]indan-5-yl]carbamoyl]pyrrolidine-1-carboxylic acid tert-butyl ester